CC=1C=C(C=C2C(NC(=NC12)C=1C=C2C(=CN1)SC=C2)=O)OC2CN(CC2)C2COC2 8-methyl-6-(1-oxetan-3-ylpyrrolidin-3-yloxy)-2-thieno[2,3-c]pyridin-5-yl-3H-quinazolin-4-one